CC1=C(C=C(C=C1)[N+](=O)[O-])C1=CC2=C(N=C(N=C2)SC)C(N1)=O 6-(2-Methyl-5-nitrophenyl)-2-(methylthio)pyrido[3,4-d]pyrimidin-8(7H)-one